1-{2-isothiocyanato-2-[3-(trifluoromethyl)phenyl]ethyl}pyrrolidin-2-one N(=C=S)C(CN1C(CCC1)=O)C1=CC(=CC=C1)C(F)(F)F